BrC1=CC=C(C=2N1N=CN2)N2CCC1(C(N3[C@H](O1)CC[C@H]3C3=CC=CC=C3)=O)CC2 (5'S,7a'R)-1-(5-bromo[1,2,4]triazolo[1,5-a]pyridin-8-yl)-5'-phenyltetrahydro-3'H-spiro[piperidine-4,2'-pyrrolo[2,1-b][1,3]oxazol]-3'-one